CC(CCN1CCC2(CCN(CC2)S(=O)(=O)C=2C=CC(=NC2)N2C(COCC2)=O)CC1)(C)C 4-(5-((9-(3,3-Dimethylbutyl)-3,9-diazaspiro[5.5]undecan-3-yl)sulfonyl)pyridin-2-yl)morpholin-3-one